(S,E)-1-(2-ethyl-4-(1-(((3-methyl-4-(5-hydroxypyrazin-2-yl)-benzyl)oxy)imino)ethyl)benzyl)pyrrolidine-3-carboxylic acid C(C)C1=C(CN2C[C@H](CC2)C(=O)O)C=CC(=C1)/C(/C)=N/OCC1=CC(=C(C=C1)C1=NC=C(N=C1)O)C